(S)-13-(tert-butoxycarbonyl)-36,36-dimethyl-10,15,34-trioxo-3,6,35-trioxa-9,14-diazaheptatriacontanoic acid C(C)(C)(C)OC(=O)[C@H](CCC(NCCOCCOCC(=O)O)=O)NC(CCCCCCCCCCCCCCCCCCC(OC(C)(C)C)=O)=O